2-(benzyloxy)-4-methoxy-5-[2-({2-methoxy-4-[4-(4-methylpiperazin-1-yl)piperidin-1-yl]phenyl}amino)-4-(phenylamino)pyrimidin-5-yl]benzaldehyde C(C1=CC=CC=C1)OC1=C(C=O)C=C(C(=C1)OC)C=1C(=NC(=NC1)NC1=C(C=C(C=C1)N1CCC(CC1)N1CCN(CC1)C)OC)NC1=CC=CC=C1